2-(4-cyclopropyl-6-methoxy-pyrimidin-5-yl)-N-[[4-[1-methyl-4-(trifluoromethyl)imidazol-2-yl]phenyl]methyl]-5,6,7,8-tetrahydropyrido[2,3-d]pyrimidin-4-amine C1(CC1)C1=NC=NC(=C1C=1N=C(C2=C(N1)NCCC2)NCC2=CC=C(C=C2)C=2N(C=C(N2)C(F)(F)F)C)OC